FC=1C(=NC=NC1N1C(CCC1)C1=CC=C(C=C1)C(F)(F)F)NCC1CCN(CC1)CC(=O)N 2-(4-(((5-fluoro-6-(2-(4-(trifluoromethyl)phenyl)pyrrolidin-1-yl)pyrimidin-4-yl)amino)methyl)piperidin-1-yl)acetamide